2-methoxy-5-(3-(trifluoromethyl)-1H-pyrazol-5-yl)pyridine COC1=NC=C(C=C1)C1=CC(=NN1)C(F)(F)F